COC1=C(C)C=C(C=C1)OC 2,5-dimethoxytoluene